3-methyl-1-(3-(4-methylpiperazin-1-yl)propyl)-1H-indazole CC1=NN(C2=CC=CC=C12)CCCN1CCN(CC1)C